FC(OC=1C=CC(NC1)=O)(F)F 5-(trifluoromethoxy)-1H-Pyridin-2-one